N'-Hydroxy-4-[(2-methoxyethyl)amino]-N-[3-(trifluoromethyl)phenyl]-1,2,5-oxadiazole-3-carboximidamide ON=C(NC1=CC(=CC=C1)C(F)(F)F)C1=NON=C1NCCOC